1-(2-amino-3-methylpyridin-4-yl)-N-(5-cyano-6-(2H-1,2,3-triazol-2-yl)pyridin-3-oneYl)-5-(trifluoromethyl)-1H-pyrazole-4-carboxamide NC1=NC=CC(=C1C)N1N=CC(=C1C(F)(F)F)C(=O)NC1N=C(C(=CC1=O)C#N)N1N=CC=N1